C(CCCCCCCCCCCCCCC)N1C(=C(C(C2=C(C=C(C=C12)OC(=O)C(C)(C)C)OC(=O)C(C)(C)C)=O)OC(=O)C(C)(C)C)C1=CC=CC=C1 N-hexadecyl-2-phenyl-3,5,7-tri-(t-butylcarbonyloxy)-quinolin-4-one